2-[2-(Aminomethyl)-3,3-difluoro-allyl]-4-(4-bromo-2-fluoro-phenyl)-1,2,4-triazol-3-one NCC(CN1N=CN(C1=O)C1=C(C=C(C=C1)Br)F)=C(F)F